C(C)OC1=C(N=C2N1C=C(C=C2)C(=O)NC=2N=NC(=CC2)C=2CCN(CC2)C)C ethoxy-2-methyl-N-(6-(1-methyl-1,2,3,6-tetrahydropyridin-4-yl)pyridazin-3-yl)imidazo[1,2-a]pyridine-6-carboxamide